(4-hydroxy-1-piperidyl)-[1-[2-[1-[3-(trifluoromethyl)pyridin-1-ium-4-yl]-4-piperidyl]ethyl]-5,6-dihydro-4H-cyclopenta[c]pyrazol-3-yl]methanone OC1CCN(CC1)C(=O)C=1C2=C(N(N1)CCC1CCN(CC1)C1=C(C=[NH+]C=C1)C(F)(F)F)CCC2